CC1=NOC(=C1C=1C=C2C(=NC1)N(C=C2C2=C(C=C(C(=O)O)C=C2)OC(C)C)[C@@H]2COCC2)C (S)-4-(5-(3,5-dimethylisoxazol-4-yl)-1-(tetrahydrofuran-3-yl)-1H-pyrrolo[2,3-b]pyridin-3-yl)-3-isopropoxybenzoic acid